O=C1NC(CCC1N1C(C2=CC=CC(=C2C1=O)C#CCCCN1CCNCC1)=O)=O 2-(2,6-Dioxopiperidin-3-yl)-4-(5-(piperazin-1-yl)pent-1-yn-1-yl)isoindoline-1,3-dione